4-((tert-Butyldimethylsilyloxy)cyclohex-1-en-1-yl)thiazol [Si](C)(C)(C(C)(C)C)OC1=C(CCCC1)C=1N=CSC1